C(C)(C)(C)OC(=O)N1CCN(CC1)C1=C(C(N(C2=NC(=C(C=C12)Cl)Cl)C=1C(=NC=CC1C)C(C)C)=O)C#N 4-(6,7-dichloro-3-cyano-1-(2-isopropyl-4-methylpyridin-3-yl)-2-oxo-1,2-dihydro-1,8-naphthyridin-4-yl)piperazine-1-carboxylic acid tert-butyl ester